7-allyl-2-(4-(2,4-difluorophenoxy)piperidin-1-yl)-3-(1-methyl-1H-pyrazol-4-yl)pyrido[3,4-b]pyrazine C(C=C)C1=CC=2C(=NC(=C(N2)N2CCC(CC2)OC2=C(C=C(C=C2)F)F)C=2C=NN(C2)C)C=N1